[C@@H]([C@@H](C(=O)[O-])O)(C(=O)[O-])O.[Na+].[Na+] meso-sodium tartrate